(6R)-6-Benzyloxy-12-isopropyl-17-nitro-6,15-bis(trifluoromethyl)-19-oxa-3,4,13,18-tetrazatricyclo[12.3.1.12,5]nonadeca-1(18),2,4,8,14,16-hexaene C(C1=CC=CC=C1)O[C@]1(C2=NN=C(C=3C(=CC(=C(NC(CCC=CC1)C(C)C)N3)C(F)(F)F)[N+](=O)[O-])O2)C(F)(F)F